1-(tetrahydropyran-2-yl)-4-(4,4,5,5-tetramethyl-1,3,2-dioxaborolan-2-yl)pyrazole O1C(CCCC1)N1N=CC(=C1)B1OC(C(O1)(C)C)(C)C